butyl (2-chloro-4-((((1s,4s)-4-((3-methoxy-4-methylphenyl)carbamoyl)cyclohexyl) amino)methyl)-5-methylpyridin-3-yl)carbamate ClC1=NC=C(C(=C1NC(OCCCC)=O)CNC1CCC(CC1)C(NC1=CC(=C(C=C1)C)OC)=O)C